6-Bromo-1-(cyclopropylmethyl)-2-ethynyl-1H-indole BrC1=CC=C2C=C(N(C2=C1)CC1CC1)C#C